2-[2-(chloromethyl)-1H-1,3-benzimidazol-5-yl]Ethyl acetate C(C)(=O)OCCC1=CC2=C(NC(=N2)CCl)C=C1